C(C)(C)(C)NC(O[C@H]1C[C@H](CC1)C1=CC(=NN1)NC(CC1=NC=C(C=C1)F)=O)=O (1R,3S)-3-(3-{[(5-fluoropyridin-2-yl)acetyl]amino}-1H-pyrazol-5-yl)cyclopentyl tert-butylcarbamate